TERT-BUTYL (S)-4-(1-(2,3-DIMETHYLPHENYL)ETHYL)-1H-IMIDAZOLE-1-CARBOXYLATE CC1=C(C=CC=C1C)[C@H](C)C=1N=CN(C1)C(=O)OC(C)(C)C